3-(4-amino-6-((3-methoxycyclobutyl)(methyl)amino)pyrido[3,4-d]pyrimidin-8-yl)-2,4-dimethylphenol NC=1C2=C(N=CN1)C(=NC(=C2)N(C)C2CC(C2)OC)C=2C(=C(C=CC2C)O)C